ClC=1N=C(C2=C(N1)CC[S@]2=O)NCC=2C(NC(=CC2C(F)(F)F)C)=O (R)-3-(((2-chloro-5-oxo-6,7-dihydrothieno[3,2-d]pyrimidin-4-yl)amino)methyl)-6-methyl-4-(trifluoromethyl)pyridin-2(1H)-one